C(C)C(COC(\C=C\C1=CC(OC)=C(O)C=C1)=O)CCCC ferulic acid (2-ethylhexyl) ester